C(C)[C@@]1(C2=C(NC=3N=CC(=CC13)F)CC(CC2=O)(C)C)C2=CC(=CC=C2)C2=CC=NC=1CCCCC21 (R)-5-ethyl-3-fluoro-8,8-dimethyl-5-(3-(5,6,7,8-tetrahydroquinolin-4-yl)phenyl)-5,8,9,10-tetrahydrobenzo[b][1,8]naphthyridin-6(7H)-one